BrC=1C(=CC(=NC1OCC)C(=O)OC)OCC methyl 5-bromo-4,6-diethoxypicolinate